NC1CC(C1)(CO)CO 3-amino-1,1-cyclobutanedimethanol